1-(2,4-difluorophenyl)-5-methyl-1H-pyrazole-3-carboxylic acid ethyl ester C(C)OC(=O)C1=NN(C(=C1)C)C1=C(C=C(C=C1)F)F